methyl 6-chloro-7-fluoro-4-isopentyl-2,3-dihydro-1,4-benzoxazine-8-carboxylate ClC=1C(=C(C2=C(N(CCO2)CCC(C)C)C1)C(=O)OC)F